C(C)(C)(C)OC(=O)N1C(CCCC1)N1N=CC(=C1)NC1=NC=C(C(=N1)Cl)C(F)(F)F (4-((4-chloro-5-(trifluoromethyl)pyrimidin-2-yl)amino)-1H-pyrazol-1-yl)piperidine-1-carboxylic acid tert-butyl ester